C1(C=CC=C2C=CC3=C4C=CC=CC4=NC3=C21)=[Se] benzocarbazoleselon